(S)-2-amino-3-(4-(4-(tetrahydro-2H-pyran-4-yl)-2-oxopiperazin-1-yl)phenyl)propanoic acid tert-butyl ester C(C)(C)(C)OC([C@H](CC1=CC=C(C=C1)N1C(CN(CC1)C1CCOCC1)=O)N)=O